FC1(CN2C(OC1)=C(C=N2)[S@](=O)(N)=NC(NC2=C1[C@H](CCC1=CC=1CCCC21)C)=O)F (S)-6,6-difluoro-N'-(((S)-3-methyl-1,2,3,5,6,7-hexahydro-s-indacen-4-yl)carbamoyl)-6,7-dihydro-5H-pyrazolo[5,1-b][1,3]oxazine-3-sulfonimidamide